ClC1=C(C=C(OCC(=O)NC23CC(C2)(C3)C=3OC(=NN3)COC=3C=NC(=CC3)C(F)(F)F)C=C1)F 2-(4-chloro-3-fluorophenoxy)-N-{3-[5-({[6-(trifluoromethyl)pyridin-3-yl]oxy}methyl)-1,3,4-oxadiazol-2-yl]bicyclo[1.1.1]pentan-1-yl}acetamide